C(C1=CC=CC=C1)OC(=O)N1[C@H](C[C@H](C1)OCC)C(NC1=C(C=CC(=C1)C(CCC1CC1)(C1=CC=NC=C1)N)F)=O (2R,4R)-2-(5-((+)-1-amino-3-cyclopropyl-1-(pyridin-4-yl)propyl)-2-fluoro-phenylcarbamoyl)-4-ethoxypyrrolidine-1-carboxylic acid benzyl ester